5-Hydroxy-4-oxo-N-(8-oxo-8-(phenylamino)octyl)-4H-pyran-2-carboxamide OC=1C(C=C(OC1)C(=O)NCCCCCCCC(NC1=CC=CC=C1)=O)=O